5'-Bromo-4'-chloro-1'-(4-methoxybenzyl)-1',2'-dihydrospiro[cyclopentane-1,3'-pyrrolo[2,3-b]pyridin]-3-one O-tosyloxime S(=O)(=O)(C1=CC=C(C)C=C1)ON=C1CC2(CN(C3=NC=C(C(=C32)Cl)Br)CC3=CC=C(C=C3)OC)CC1